1-Spiro[3.3]hept-2-yl-3-[6-(2,2,2-trifluoro-ethoxy)-pyrimidin-4-ylmethyl]-urea C1C(CC12CCC2)NC(=O)NCC2=NC=NC(=C2)OCC(F)(F)F